COC1=NC(=NN2C1=C(C=C2)C=2C=CC1=C(N(N=N1)CC(F)(F)F)C2)N[C@H]2C[C@H](C2)OCCO 2-(cis-3-((4-Methoxy-5-(1-(2,2,2-trifluoroethyl)-1H-benzo[d][1,2,3]triazol-6-yl)pyrrolo[2,1-f][1,2,4]triazin-2-yl)amino)cyclobutoxy)ethan-1-ol